N1C=NC=C1[C@@H](C)C=1C(=C(C=CC1)COC(C(C)(C)C)=O)C [3-[(1S)-1-(1H-imidazole-5-yl)ethyl]-2-methylphenyl]methyl-2,2-dimethylpropanoate